C(#N)C1=CC(=NC=C1)N1N=C(C=2C[C@@H]3[C@H](C12)C3)C(=O)NC(C(=O)O)(CO)C 2-{[(1aR,5aR)-2-(4-Cyano-pyridin-2-yl)-1a,2,5,5a-tetrahydro-1H-2,3-diaza-cyclopropa[a]pentalene-4-carbonyl]-amino}-3-hydroxy-2-methyl-propionic acid